methyl 3,6-dichloropyridine-2-carboxylate ClC=1C(=NC(=CC1)Cl)C(=O)OC